C(C1=CC=CC=C1)N1CC2=NC(=C(N=C2CC1)SC)N1CCN(CC1)C(=O)OC(C)(C)C tert-butyl 4-(6-benzyl-2-methylsulfanyl-7,8-dihydro-5H-pyrido[3,4-b]pyrazin-3-yl)piperazine-1-carboxylate